FC=1C=C(C=CC1)S(=O)(=O)OC1(OC(=NN1)SCCCOC1=C(OC2=CC(=CC(=C2C1=O)OC)OC)C1=CC(=C(C(=C1)OC)OC)OC)C (methyl 5-((3-((5,7-dimethoxy-4-oxo-2-(3,4,5-trimethoxyphenyl)-4H-chromen-3-yl) oxy) propyl) thio)-1,3,4-oxadiazol-2-yl) 3-fluorobenzenesulfonate